O=C1N(CCCC(N1)=O)C=1SC2=C(N1)C=CC(=C2)NCCCCCCCNC(OC(C)(C)C)=O tert-Butyl N-[7-[[2-(2,4-dioxo-1,3-diazepan-1-yl)-1,3-benzothiazol-6-yl]amino]heptyl]carbamate